3-amino-1-[(3-methoxyphenyl)methyl]pyrazole-4-carbonitrile NC1=NN(C=C1C#N)CC1=CC(=CC=C1)OC